O[C@@H]1[C@](COC1)(C)N1[C@H](CN(CC1)C=1C=C2C=C(N=CC2=CC1C)NC(=O)[C@H]1CC12CCOCC2)C (1S)-N-(6-((S)-4-((3R,4R)-4-hydroxy-3-methyltetrahydrofuran-3-yl)-3-methylpiperazin-1-yl)-7-methylisoquinolin-3-yl)-6-oxaspiro[2.5]octane-1-carboxamide